3-[2-(2,6-dioxopiperidin-3-yl)-1-oxo-3H-isoindol-4-yl]prop-2-yn O=C1NC(CCC1N1C(C2=CC=CC(=C2C1)C#CC)=O)=O